CN(C(=O)C=1C=C(C=CC1)C(CC(=O)O)N1N=CC2=CC(=CC=C12)OCCC1=NC=2NCCCC2C=C1)C 3-(3-(Dimethylcarbamoyl)phenyl)-3-(5-(2-(5,6,7,8-tetrahydro-1,8-naphthyridin-2-yl)ethoxy)-1H-indazol-1-yl)propanoic acid